N1,N1,N3,N3-tetraphenyl-5-(4,4,5,5-tetramethyl-1,3,2-dioxaborolan-2-yl)benzene-1,3-diamine C1(=CC=CC=C1)N(C1=CC(=CC(=C1)B1OC(C(O1)(C)C)(C)C)N(C1=CC=CC=C1)C1=CC=CC=C1)C1=CC=CC=C1